3-{([(2S)-oxan-2-ylmethoxy]imino)azetidin-1-yl}-4-oxo-1-(1,2,4-thiadiazol-5-yl)-1,4-dihydro-1,8-naphthyridine-3-carboxylic acid O1[C@@H](CCCC1)CON=C1N(CC1)C1(CN(C2=NC=CC=C2C1=O)C1=NC=NS1)C(=O)O